Cl.C[C@@H]1[C@H]2CC[C@@H]([C@@H]1C)N2 |r| (+-)-(1R,2S,3R,4S)-2,3-dimethyl-7-azabicyclo[2.2.1]heptane hydrochloride